C([C@@H](CCCCCCCCCCC)O)O (2R)-tridecane-1,2-diol